N=1ON=C2C1C=CC(=C2)C=CC2=CC=C(C(=O)NC=1C=C(N(C1)C)C(=O)NC1=CN(C(=C1)C(NCC\C(\NC)=N/[H])=O)C)C=C2 (E)-4-(4-(2-(benzo[c][1,2,5]oxadiazol-5-yl)vinyl)benzamido)-N-(5-((3-imino-3-(methylamino)propyl)carbamoyl)-1-methyl-1H-pyrrol-3-yl)-1-methyl-1H-pyrrole-2-carboxamide